N-[2-(3-Carbamoylphenyl)propan-2-yl]-1-(5,5,5-trifluoropentyl)-1H-indazole-3-carboxamide C(N)(=O)C=1C=C(C=CC1)C(C)(C)NC(=O)C1=NN(C2=CC=CC=C12)CCCCC(F)(F)F